4-((benzyloxy)carbonyl)pyrrolidine C(C1=CC=CC=C1)OC(=O)C1CCNC1